COC=1C=C(C=CC1OC)C=1NC2=CC=C(C=C2C1C(C)C)C=1C=NC(=CC1)N1CCN(CC1)C(C)C 2-(3,4-dimethoxyphenyl)-3-isopropyl-5-(6-(4-isopropylpiperazin-1-yl)pyridin-3-yl)-1H-indole